C[C@H]1C([C@H]1C)C(=O)O |o1:1,3| REL-(1R,2R,3S)-2,3-dimethylcyclopropane-1-carboxylic acid